1-methyl-9-(2-n-hexadecenyl-2-carboxyethyl)carbonyloxyanthracene CC1=CC=CC2=CC3=CC=CC=C3C(=C12)OC(=O)CC(C(=O)O)C=CCCCCCCCCCCCCCC